C1(CC1)CNC=1N=CC2=C(N(C(C=3C=C(C=CC23)CN2CCS(CC2)(=O)=O)=O)[C@@H]2CC[C@H](CC2)O)N1 trans-3-((Cyclopropylmethyl)amino)-8-((1,1-dioxidothiomorpholino)methyl)-5-(4-hydroxycyclohexyl)pyrimido[4,5-c]isoquinolin-6(5H)-one